9-[4-(10-phenyl-9-anthracyl)phenyl]-9H-carbazole C1(=CC=CC=C1)C1=C2C=CC=CC2=C(C2=CC=CC=C12)C1=CC=C(C=C1)N1C2=CC=CC=C2C=2C=CC=CC12